NC1=C(C=C(C=C1)CC(=O)O)[N+](=O)[O-] 2-(4-Amino-3-nitrophenyl)acetic acid